[C@H](C)(CC)OC([C@H](F)ON1[C@@H]2C=C([C@H](N(C1=O)C2)C(N)=O)C)=O (2S)-(S)-2-(((2S,5R)-2-carbamoyl-3-methyl-7-oxo-1,6-diazabicyclo[3.2.1]oct-3-en-6-yl)oxy)-2-fluoroacetic acid sec-butyl ester